tert-butyl-4-[4-[2,5-dichloro-4-(2-pyridylmethoxy)anilino]-7-(2-trimethylsilylethoxymethyl)pyrrolo[2,3-d]pyrimidin-5-yl]piperidine-1-carboxylate C(C)(C)(C)OC(=O)N1CCC(CC1)C1=CN(C=2N=CN=C(C21)NC2=C(C=C(C(=C2)Cl)OCC2=NC=CC=C2)Cl)COCC[Si](C)(C)C